2-methyl-3-(3,4-dimethoxyphenyl)-8-methoxyisoquinoline CN1CC2=C(C=CC=C2C=C1C1=CC(=C(C=C1)OC)OC)OC